C(#N)CCC(=O)N1[C@@H](C[C@H](C1)F)C(=O)N[C@H](C1=CC=C(C=C1)C(C)C)C1=CC=CC=C1 (2S,4R)-1-(3-cyanopropanoyl)-4-fluoro-N-[(S)-phenyl[4-(propan-2-yl)phenyl]methyl]pyrrolidine-2-carboxamide